3'-(N-benzyl-2,4-bis(benzyloxy)-5-isopropylbenzamido)-5-(ethyl(tetrahydro-2H-pyran-4-yl)amino)-4-methyl-[1,1'-biphenyl]-3-carboxylic acid C(C1=CC=CC=C1)N(C(C1=C(C=C(C(=C1)C(C)C)OCC1=CC=CC=C1)OCC1=CC=CC=C1)=O)C=1C=C(C=CC1)C1=CC(=C(C(=C1)N(C1CCOCC1)CC)C)C(=O)O